2-((4-(2-(4-chloro-2-methoxyphenyl)-4-fluoro-2H-chromene-8-yl)piperidin-1-yl)methyl)-1-((1-(fluoromethyl)cyclopropyl)methyl)-1H-imidazo[4,5-b]pyridine-6-carboxylic acid ClC1=CC(=C(C=C1)C1OC2=C(C=CC=C2C(=C1)F)C1CCN(CC1)CC=1N(C=2C(=NC=C(C2)C(=O)O)N1)CC1(CC1)CF)OC